NC1CCC(CC1)C=1SC(=CN1)C1=C(C=C(C=C1)C=1OC=CN1)S(=O)(=O)NCC 2-[2-(4-Aminocyclohexyl)thiazol-5-yl]-N-ethyl-5-oxazol-2-yl-benzenesulfonamide